tert-Butyl ((2R,3R,5S,6S)-2,5-dimethyl-6-((E)-3-methyl-4-oxobut-2-en-1-yl)tetrahydro-2H-pyran-3-yl)carbamate C[C@H]1O[C@H]([C@H](C[C@H]1NC(OC(C)(C)C)=O)C)C\C=C(\C=O)/C